2-[(1S,4aS,8aS)-5,5,8a-trimethyl-2-methylenedecahydro-1-naphthalenyl]ethanol CC1([C@@H]2CCC([C@@H]([C@]2(CCC1)C)CCO)=C)C